Methyl 4-(piperazin-1-ylmethyl)benzoate hydrochloride Cl.N1(CCNCC1)CC1=CC=C(C(=O)OC)C=C1